C(=O)(O)CC1C(CCC1)CCCCC 3-carboxymethyl-2-pentylcyclopentane